NC[C@H]1[C@@H]2CC=3C(=NC=CC3)[C@]2(CC[C@@H]1[C@]1(CC=2C=NNC2C[C@@H]1CO)C)C ((5R,6S)-5-((5aS,6R,7S,9aS)-6-(aminomethyl)-9a-methyl-5a,6,7,8,9,9a-hexahydro-5H-indeno[1,2-b]pyridin-7-yl)-5-methyl-4,5,6,7-tetrahydro-1H-indazol-6-yl)methanol